[Si](C1=CC=CC=C1)(C1=CC=CC=C1)(C(C)(C)C)OCC1=NN(C(N1CC)=O)C=1C=C2C(=NN(C(C2=CC1)=O)C1=C(C=CC=C1)C)CC 6-(3-(((tert-butyldiphenylsilyl)oxy)methyl)-4-ethyl-5-oxo-4,5-dihydro-1H-1,2,4-triazol-1-yl)-4-ethyl-2-(o-tolyl)phthalazin-1(2H)-one